BrC1=CC=C(OCCNC(OC(C)(C)C)=O)C=C1 tert-butyl (2-(4-bromophenoxy) ethyl)carbamate